ClC=1C(=NC=CC1)C(=O)NCC1(CC1)C 3-chloro-N-((1-methylcyclopropyl)methyl)pyridineamide